2-(butylthio)-1,3-benzothiazole C(CCC)SC=1SC2=C(N1)C=CC=C2